(R)-N-(7-(1-(1-propenylpiperidin-3-yl)-4-amino-1H-pyrazolo[3,4-d]pyrimidin-3-yl)benzo[d][1,3]dioxol-4-yl)-[1,1'-biphenyl]-4-carboxamide C(=CC)N1C[C@@H](CCC1)N1N=C(C=2C1=NC=NC2N)C2=CC=C(C1=C2OCO1)NC(=O)C1=CC=C(C=C1)C1=CC=CC=C1